ClC=1SC(=CC1C1=CC=C(C(=O)O)C=C1)C=O 4-(2-chloro-5-formylthiophene-3-yl)benzoic acid